COCCN1N=CC(=C1)NC1=NC=CC(=N1)C=1C=CC2=C(CCCCC2NC(=O)N2CC(C2)OC(C)C)C1 3-isopropoxy-azetidine-1-carboxylic acid (2-{2-[1-(2-methoxy-ethyl)-1H-pyrazol-4-ylamino]-pyrimidin-4-yl}-6,7,8,9-tetrahydro-5H-benzocyclohepten-5-yl)-amide